ClC1=C(C=C(C=C1)[N+](=O)[O-])N(C(C1=CC(=CC(=C1)F)F)=O)C N-(2-chloro-5-nitrophenyl)-3,5-difluoro-N-methylbenzamide